NC=1C(=NN(C1)CC1=C(C=CC=C1F)F)C(=O)O 4-amino-1-(2,6-difluorobenzyl)-1H-pyrazole-3-carboxylic acid